ONC12C(=NNC1=O)CCS(C2)(=O)=O 3a-(hydroxyamino)-2H,3aH,4H,6H,7H-5λ6-thiopyrano[4,3-c]pyrazole-3,5,5-trione